3-(5-((4-(4-((4-((3-(methylsulfonyl)benzyl)amino)-5-(trifluoromethyl)pyrimidin-2-yl)amino)phenyl)piperazin-1-yl)methyl)-1-oxoisoindolin-2-yl)piperidine-2,6-dione CS(=O)(=O)C=1C=C(CNC2=NC(=NC=C2C(F)(F)F)NC2=CC=C(C=C2)N2CCN(CC2)CC=2C=C3CN(C(C3=CC2)=O)C2C(NC(CC2)=O)=O)C=CC1